C1C=C[I-]O1 iodoxole